9-((5-((3-fluorobenzyl)thio)-4-phenyl-4H-1,2,4-triazol-3-yl)methyl)-9H-carbazole FC=1C=C(CSC=2N(C(=NN2)CN2C3=CC=CC=C3C=3C=CC=CC23)C2=CC=CC=C2)C=CC1